NC1=C2N=CN(C2=NC(=N1)F)[C@H]1C([C@@H]([C@](O1)(C(=O)O)C#C)O[Si](C)(C)C(C)(C)C)([2H])[2H] (2s,3s,5r)-5-(6-amino-2-fluoro-purin-9-yl)-3-[tert-butyl-(dimethyl)silyl]oxy-4,4-dideutero-2-ethynyl-tetrahydrofuran-2-carboxylic acid